(4-amino-2-(phenyl)phenyl)(4-aminophenyl)methanone NC1=CC(=C(C=C1)C(=O)C1=CC=C(C=C1)N)C1=CC=CC=C1